tert-butyl 4-(6-(piperazin-1-yl)pyrimidin-4-yl)piperazine-1-carboxylate N1(CCNCC1)C1=CC(=NC=N1)N1CCN(CC1)C(=O)OC(C)(C)C